[Se](=O)(=O)([O-])[O-].[Ag+2] silver(II) selenate